C1(=CC=CC=C1)[C@@H]1C[C@H](CN1)C#N (3R,5S)-5-phenylpyrrolidine-3-carbonitrile